3,3-difluoro-(R)-4-hydroxy-7-(methylsulfanyl)-1,2,3,4-tetrahydroquinolin-2-one FC1(C(NC2=CC(=CC=C2[C@H]1O)SC)=O)F